ClC=1C=C(C=C(C1)F)N1N=CC(=C1)C(C(=O)OC(C)(C)C)C Tert-butyl 2-[1-(3-chloro-5-fluorophenyl)pyrazol-4-yl]propanoate